N,N-bis((3-amino)propyl)biphenylmethanamide bis(trifluoroacetate) FC(C(=O)O)(F)F.FC(C(=O)O)(F)F.NCCCN(C(=O)C=1C(=CC=CC1)C1=CC=CC=C1)CCCN